1-methyl-6-oxo-N-(5-(3-(trifluoromethyl)benzyl)pyridin-2-yl)-1,4,5,6-tetrahydropyridazine-3-carboxamide CN1N=C(CCC1=O)C(=O)NC1=NC=C(C=C1)CC1=CC(=CC=C1)C(F)(F)F